3-bromo-2-(((tert-butyldimethylsilyl)oxy)methyl)-6-methylpyridine BrC=1C(=NC(=CC1)C)CO[Si](C)(C)C(C)(C)C